1,3-dioxo-1,3-dihydroisoindole O=C1NC(C2=CC=CC=C12)=O